3-(phenyl-2,3,4,5,6-d5)-methylene-d-6-((5-(tert-butyl)-1H-imidazol-4-yl)methylene)piperazine-2,5-dione C1(=C(C(=C(C(=C1[2H])[2H])[2H])[2H])[2H])[C@@H]1C(NC(C(N1)=O)=CC=1N=CNC1C(C=C)(C)C)=O